C(OCC=1SC2=C(N1)C=CC=C2C)(OC2=CC=C(C=C2)[N+](=O)[O-])=O (7-methylbenzo[d]thiazol-2-yl)methyl (4-nitrophenyl) carbonate